2-(4-(3-fluoro-4-(4,4,5,5-tetramethyl-1,3,2-dioxaborolan-2-yl)benzyl)piperazin-1-yl)ethan-1-ol FC=1C=C(CN2CCN(CC2)CCO)C=CC1B1OC(C(O1)(C)C)(C)C